7-Cyclopropyl-4-(methylamino)-2-oxo-1-(o-tolyl)-1,2-dihydroquinazoline-6-carbonitrile C1(CC1)C1=C(C=C2C(=NC(N(C2=C1)C1=C(C=CC=C1)C)=O)NC)C#N